4-(tert-butyldimethylsilyloxy)n-butyraldehyde [Si](C)(C)(C(C)(C)C)OCCCC=O